O1N=CN=C1CN (1,2,4-oxadiazol-5-yl)methanamine